FC=1C=C2C(=CNC2=CC1F)C1=CC=C2C(=N1)C(NC2=O)(C)C 2-(5,6-difluoro-1H-indol-3-yl)-7,7-dimethyl-6H-pyrrolo[3,4-b]pyridin-5-one